C12CN(CC(CC1)N2)C2=NC=NC1=C(C=CC=C21)F 4-{3,8-diazabicyclo[3.2.1]octan-3-yl}-8-fluoroquinazoline